DIMETHYL ADIPIMIDATE HCl Cl.C(CCCCC(OC)=N)(OC)=N